N-(4-(1-cyclopropyl-4-(trifluoromethyl)-1H-imidazol-2-yl)benzyl)-2-(4-cyclopropyl-6-methoxypyrimidin-5-yl)imidazo[2,1-f][1,2,4]triazin-4-amine C1(CC1)N1C(=NC(=C1)C(F)(F)F)C1=CC=C(CNC2=NC(=NN3C2=NC=C3)C=3C(=NC=NC3OC)C3CC3)C=C1